β-3-pyridyl-L-alanine N1=CC(=CC=C1)C[C@H](N)C(=O)O